(R) or (S)-N-(amino(4-(2-hydroxypropan-2-yl)thiophen-2-yl)(oxo)-λ6-sulfaneylidene)-2-(4,6-diisopropyl-1,3-dihydroisobenzofuran-5-yl)acetamide N[S@](=NC(CC=1C(=C2COCC2=CC1C(C)C)C(C)C)=O)(=O)C=1SC=C(C1)C(C)(C)O |o1:1|